ClC1=NC=2N(C(=C1C1=C(C=C(C=C1F)C#CCN(C)C)F)N[C@H](C)C(C)(C)C)N=CN2 (R)-5-chloro-6-(4-(3-(dimethylamino)prop-1-yn-1-yl)-2,6-difluorophenyl)-N-(3,3-dimethylbutan-2-yl)-[1,2,4]triazolo[1,5-a]pyrimidin-7-amine